OC=1C=2N(C3=CC=C(C=C3N1)C(=O)N1CCCCC1)C=CN2 (4-hydroxyimidazo[1,2-a]quinoxalin-7-yl)(piperidin-1-yl)methanone